BrC=1C=CC(=C2C=CNC12)C(F)(F)F 7-bromo-4-(trifluoromethyl)-1H-indole